C(C)(C)N1CCC(CC1)NC(C=O)=O N-(1-isopropylpiperidin-4-yl)-2-oxoacetamide